C(=C)[Si](NC)(OC)OC vinyl-dimethoxy(methylamino)silane